BrC=1SC(=C2SC(=CC21)C(=O)O)Br 4,6-dibromo-thieno[3,4-b]thiophene-2-carboxylic acid